tert-Butyl 5-[(2-chloroacetyl)amino]-3,3-difluoro-piperidine-1-carboxylate ClCC(=O)NC1CC(CN(C1)C(=O)OC(C)(C)C)(F)F